methyl 2-(1-(tert-butoxycarbonyl) piperidin-4-yl)-6-isopropoxy-2H-indazole-5-carboxylate C(C)(C)(C)OC(=O)N1CCC(CC1)N1N=C2C=C(C(=CC2=C1)C(=O)OC)OC(C)C